CN1N=CC(=C1C1=C(C=C(C=N1)NC([C@H](C1CCC(CC1)C)NC(OC(C)(C)C)=O)=O)F)C tert-butyl ((S)-2-((6-(1,4-dimethyl-1H-pyrazol-5-yl)-5-fluoropyridin-3-yl)amino)-1-((1r,4S)-4-methylcyclohexyl)-2-oxoethyl)carbamate